FC1(CCN(CC1)C1=NC(=CC(=N1)C=1C=NN(C1)C1=C(C=C(C=C1)NS(=O)(=O)CC(=O)OC)N1CCC(CC1)(C)F)C)F methyl 2-(N-(4-(4-(2-(4,4-difluoropiperidin-1-yl)-6-methylpyrimidin-4-yl)-1H-pyrazol-1-yl)-3-(4-fluoro-4-methylpiperidin-1-yl)phenyl)sulfamoyl)acetate